FC=1C=C(C(=O)NS(=O)(=O)C=2C=C(C3=C(OCC4(CC4)N3)C2)[N+](=O)[O-])C=CC1N1CCC2(CC(C2)N2C(CCC2)C2=C(C=CC=C2)C(C)C)CC1 3-fluoro-4-(2-(2-(2-isopropylphenyl)pyrrolidin-1-yl)-7-azaSpiro[3.5]nonan-7-yl)-N-((5-nitro-2H,4H-spiro[benzo[b][1,4]oxazine-3,1'-cyclopropane]-7-yl)sulfonyl)benzamide